Triphenyl-monon-butoxysilan (E)-2-methoxy-4-[(8-methylnon-6-enamido)methyl]phenyl-2-[2-(2-aminoethoxy)ethoxy]acetate COC1=C(C=CC(=C1)CNC(CCCC\C=C\C(C)C)=O)C(C(=O)O)OCCOCCN.C1(=CC=CC=C1)[Si](OCCCC)(C1=CC=CC=C1)C1=CC=CC=C1